3-((4-nitrophenoxy)methyl)pyridazine 4-((2-(3-methoxyphenyl)quinolin-4-yl)thio)butyl-2-oxo-2H-chromene-3-carboxylate COC=1C=C(C=CC1)C1=NC2=CC=CC=C2C(=C1)SCCCCOC(=O)C=1C(OC2=CC=CC=C2C1)=O.[N+](=O)([O-])C1=CC=C(OCC=2N=NC=CC2)C=C1